C(=CC)N1C[C@H](CCC1)C=1C=NC=CC1C1=CC(=C(CNC(=O)C=2N=NN(C2)C(C)(C)C)C=C1)C (R)-N-(4-(3-(1-propenylpiperidin-3-yl)pyridin-4-yl)-2-methylbenzyl)-1-(tert-butyl)-1H-1,2,3-triazole-4-carboxamide